N-(4-methoxybenzyl)-6-(1-methylcyclopropoxy)-5-nitropyrimidin-4-amine COC1=CC=C(CNC2=NC=NC(=C2[N+](=O)[O-])OC2(CC2)C)C=C1